ClC(OC1=CC=C(C=C1)NC(=O)C1=CC2=C(N(C=N2)[C@@H]2CNC(C2)=O)C(=C1)C=1C=NC=NC1)(F)F (S)-N-(4-(chlorodifluoromethoxy)phenyl)-1-(5-oxopyrrolidin-3-yl)-7-(pyrimidin-5-yl)-1H-benzo[d]imidazole-5-carboxamide